OC[C@H](C)NC(=O)C=1C(N(N=C(C1)C1=CC=C(C=C1)OC(F)(F)F)C=1C=NN(C1)C)=O N-[(2S)-1-hydroxypropan-2-yl]-2-(1-methyl-1H-pyrazol-4-yl)-3-oxo-6-[4-(trifluoromethoxy)phenyl]-2,3-dihydropyridazine-4-carboxamide